Cl[C@H](C(=O)O)C(C)C (S)-2-CHLORO-3-METHYLBUTYRIC ACID